tert-butyl 5-((4-methoxybenzyl)thio)-1H-pyrazolo[4,3-b]pyridine-1-carboxylate COC1=CC=C(CSC2=CC=C3C(=N2)C=NN3C(=O)OC(C)(C)C)C=C1